5-(hydrazinecarbonyl)pyridin N(N)C(=O)C=1C=CC=NC1